5-(tert-butoxycarbonyl)-5-azaspiro[3.4]octane-2-carboxylic acid C(C)(C)(C)OC(=O)N1C2(CC(C2)C(=O)O)CCC1